N-(1'-(6-(3-(tert-butoxy)propyl)-2-(1,1-difluoroethyl)pyrimidin-4-yl)-1',2'-dihydrospiro[cyclopropane-1,3'-pyrrolo[3,2-c]pyridin]-6'-yl)acetamide C(C)(C)(C)OCCCC1=CC(=NC(=N1)C(C)(F)F)N1CC2(C=3C=NC(=CC31)NC(C)=O)CC2